3-(6,7-Dichloro-3-iodo-indol-1-yl)propanamide ClC1=CC=C2C(=CN(C2=C1Cl)CCC(=O)N)I